OC1CCC(CC1)N1C2=NC(=NC=C2N(C1=O)C)NC=1C=C2C=CC=NC2=CC1C 9-((1r,4r)-4-Hydroxycyclohexyl)-7-methyl-2-((7-methylchinolin-6-yl)amino)-7,9-dihydro-8H-purin-8-on